C(C1=CC=CC=C1)NC(=O)C=1N=C2N(C=CC(=C2)C2=NOC(=N2)C(F)(F)F)C1 N-benzyl-7-(5-(trifluoromethyl)-1,2,4-oxadiazol-3-yl)imidazo[1,2-a]pyridine-2-carboxamide